BrC=1C=CC(=C(C1)C(C)O)I 1-(5-bromo-2-iodophenyl)ethan-1-ol